O[C@@H](C)C=1N(C=CN1)CC1=NOC(=C1)C1=CC=C(C=C1)C#CC1=CC=C(CN2CC(C2)CC(=O)[O-])C=C1 (S)-2-(1-(4-((4-(3-((2-(1-hydroxyethyl)-1H-imidazol-1-yl)methyl)isoxazol-5-yl)phenyl)ethynyl)benzyl)azetidin-3-yl)acetate